4-(2-Azidopropan-2-yl)-6-chloro-1-(((2R,4R)-4-(ethylsulfonyl)pentan-2-yl)oxy)-2,7-naphthyridine N(=[N+]=[N-])C(C)(C)C1=CN=C(C2=CN=C(C=C12)Cl)O[C@H](C)C[C@@H](C)S(=O)(=O)CC